N-(1-(cyclopropylsulfonyl)piperidin-4-yl)-4-(difluoromethyl)-1-isopropyl-1H-[1,2,3]triazolo[4,5-h]quinazolin-8-amine C1(CC1)S(=O)(=O)N1CCC(CC1)NC1=NC=2C3=C(C(=CC2C=N1)C(F)F)N=NN3C(C)C